5-((2-methoxypyridin-4-yl)amino)-1-methyl-3-(4-((phenylmethyl)sulfonamido)phenyl)-1H-pyrazole-4-carboxamide COC1=NC=CC(=C1)NC1=C(C(=NN1C)C1=CC=C(C=C1)NS(=O)(=O)CC1=CC=CC=C1)C(=O)N